(3S,4S)-4-{[5-(2,4-difluoro-phenyl)-isoxazole-3-carbonyl]-amino}-1-((1S,2R)-2-hydroxy-cyclohexyl)-piperidine-3-carboxylic acid methyl-phenethyl-amide CN(C(=O)[C@H]1CN(CC[C@@H]1NC(=O)C1=NOC(=C1)C1=C(C=C(C=C1)F)F)[C@@H]1[C@@H](CCCC1)O)CCC1=CC=CC=C1